2-(2-oxopyrrolidin-1-yl)ethyl ((3S,5R,8R,9S,10S,13R,14S,17R)-14-hydroxy-10,13-dimethyl-17-(2-oxo-2H-pyran-5-yl)hexadecahydro-1H-cyclopenta[a]phenanthren-3-yl)carbamate O[C@]12[C@@H]3CC[C@@H]4C[C@H](CC[C@@]4([C@H]3CC[C@@]2([C@H](CC1)C=1C=CC(OC1)=O)C)C)NC(OCCN1C(CCC1)=O)=O